[N+](=O)([O-])C1=C(C=CC(=C1)[N+](=O)[O-])C(C1(C(NC2=CC=CC=C12)=O)O)(F)F 3-((2,4-dinitrophenyl)difluoromethyl)-3-hydroxyindol-2-one